2-(bromomethyl)but-1-ene BrCC(=C)CC